2-((1R,5S,6s)-3-(5-(2-((4-chlorophenethyl)amino)pyrimidin-5-yl)-1,3,4-oxadiazol-2-yl)-3-azabicyclo[3.1.0]hexan-6-yl)acetic acid ClC1=CC=C(CCNC2=NC=C(C=N2)C2=NN=C(O2)N2C[C@@H]3C([C@@H]3C2)CC(=O)O)C=C1